FC=1C=C2C=C(N(C2=CC1CO)S(=O)(=O)C1=CC=CC=C1)CNC(=O)C1(CC1)C N-((5-fluoro-6-(hydroxymethyl)-1-(phenylsulfonyl)-1H-indol-2-yl)methyl)-1-methylcyclopropane-1-carboxamide